tert-butyl (S)-4,5-diamino-5-oxopentanoate N[C@@H](CCC(=O)OC(C)(C)C)C(=O)N